CNC1=NC2=C(N1C1=NC(=CC(=N1)C(C)([S@@](=O)(=N)C)C)N1[C@@H](COCC1)C)C=CC=C2 N-methyl-1-{4-[1-methyl-1-((R)-S-methylsulfonimidoyl)ethyl]-6-[(3R)-3-methylmorpholin-4-yl]pyrimidin-2-yl}-1H-benzimidazol-2-amine